C(=O)(O)C1CC2=CC=C(C=C2CC1)C(=O)O 2,6-dicarboxyl-1,2,3,4-tetrahydronaphthalene